NCC#CC=1N(C=2C=CC=C(C2C1)N[C@H]1[C@H](CN(CC1)C)F)CC(F)(F)F 2-(3-aminoprop-1-yn-1-yl)-N-((3S,4R)-3-fluoro-1-methylpiperidin-4-yl)-1-(2,2,2-trifluoroethyl)-1H-indol-4-amine